butyl 4-[(3aR,4R,6R,6aS)-6-{5-bromo-4-chloropyrrolo[2,3-d]pyrimidin-7-yl}-2,2-dimethyl-tetrahydro-3aH-cyclopenta[d][1,3]dioxol-4-yl]piperidine-1-carboxylate BrC1=CN(C=2N=CN=C(C21)Cl)[C@@H]2C[C@@H]([C@@H]1[C@H]2OC(O1)(C)C)C1CCN(CC1)C(=O)OCCCC